((2-(((3S,6S,9aS)-3-(3-methyl-3-(pyridin-2-yl)azetidine-1-carbonyl)-5-oxooctahydro-1H-pyrrolo[1,2-a]azepin-6-yl)carbamoyl)benzo[b]thiophen-5-yl)methyl)phosphonic acid CC1(CN(C1)C(=O)[C@@H]1CC[C@H]2N1C([C@H](CCC2)NC(=O)C2=CC1=C(S2)C=CC(=C1)CP(O)(O)=O)=O)C1=NC=CC=C1